pyrrolo[4,3,2-de]isoquinolin-2(1H)-one N1C(C=2C=NC=C3C=CC=C1C23)=O